N(=[N+]=[N-])C1=CC(=C(C=C1)NCCC=1C=NN(C1)CCN1[C@@H]([C@H]([C@@H]([C@H](C1)O)O)O)CO)[N+](=O)[O-] (2R,3R,4R,5S)-1-[2-(4-{2-[(4-azido-2-nitrophenyl)amino]ethyl}-1H-pyrazol-1-yl)ethyl]-2-(hydroxymethyl)piperidine-3,4,5-triol